(R)-6-chloro-3-((1-(2-cyano-3-(1-(4-cyanophenyl)piperidin-4-yl)-7-methylquinoxalin-5-yl)ethyl)amino)picolinic acid ClC1=CC=C(C(=N1)C(=O)O)N[C@H](C)C1=C2N=C(C(=NC2=CC(=C1)C)C#N)C1CCN(CC1)C1=CC=C(C=C1)C#N